3'-bromo-2'-(5-fluoropyridin-2-yl)-4',7'-dihydrospiro[cyclopropane-1,6'-pyrazolo[5,1-c][1,4]oxazine] BrC=1C(=NN2C1COC1(C2)CC1)C1=NC=C(C=C1)F